1,4-dibutylpyridinium fluoride salt [F-].C(CCC)[N+]1=CC=C(C=C1)CCCC